NCC(CO)CO (R)-2-(aminomethyl)-1,3-propanediol